CN1CCC(CC1)CNC=1N=CC2=C(N1)NC=C2C=2C=C1N=C(C=NC1=CC2)OC2CCN(CC2)C N-((1-methylpiperidin-4-yl)methyl)-5-(3-((1-methylpiperidin-4-yl)oxy)quinoxalin-6-yl)-7H-pyrrolo[2,3-d]pyrimidin-2-amine